C1=C(OC(=C1)[N+](=O)[O-])C2=NN=C(O2)SCC(=O)O The molecule is a member of 1,3,4-oxadiazoles, a member of furans and a C-nitro compound. It derives from an acetic acid.